COC1(C=C(C(C(C1)(C)C)=O)C#N)C=1SC=CC1C 3-methoxy-5,5-dimethyl-3-(3-methylthiophen-2-yl)-6-oxocyclohex-1-enecarbonitrile